3-((S)-3-((R)-8-(2,3-dihydrofuro[2,3-b]pyridin-5-ylsulfonyl)-1-oxa-8-azaspiro[4.5]decan-3-ylamino)-2-hydroxypropoxy)-N-methylbenzenesulfonamide O1CCC=2C1=NC=C(C2)S(=O)(=O)N2CCC1(C[C@H](CO1)NC[C@@H](COC=1C=C(C=CC1)S(=O)(=O)NC)O)CC2